ClC1=NC(=NC=C1)OCCO 2-((4-Chloropyrimidin-2-yl)oxy)ethan-1-ol